[Br-].C1(=CC=CC=C1)C=1N=CNC1C1=CC=CC=C1 4,5-diphenyl-imidazole bromide